ClC1=NC(=NC(=N1)C1=CC=CC=C1)C1=CC=C(C=C1)C=C 2-chloro-4-phenyl-6-(4-vinyl-phenyl)-1,3,5-triazine